FC1=CC=C(C=C1)I 4-fluoro-1-iodobenzene